4-(3-((5-bromo-2-((3-methyl-1-(1-methylpyrrolidin-3-yl)-1H-pyrazol-4-yl)amino)pyrimidin-4-yl)amino)propyl)-1,4-oxazepan-5-one BrC=1C(=NC(=NC1)NC=1C(=NN(C1)C1CN(CC1)C)C)NCCCN1CCOCCC1=O